NCC(CN)O 1,3-diaminopropane-2-ol